N-[trans-(7RS,9RS)-9-[(4-cyanopyridin-2-yl)amino]-3-cyclopropyl-5-(2-methylpropylsulfamoyl)-8,9-dihydro-7H-cyclopenta[h]isoquinolin-7-yl]pyridine-3-carboxamide C(#N)C1=CC(=NC=C1)N[C@@H]1C[C@H](C2=CC(=C3C=C(N=CC3=C21)C2CC2)S(NCC(C)C)(=O)=O)NC(=O)C=2C=NC=CC2 |r|